7-{[1-(2-Fluorophenyl)-1H-1,2,3-triazol-4-yl]methyl}-5-(2-methoxy-6-methyl-pyridin-3-yl)-7H-pyrrolo[2,3-d]pyrimidin-4-amine FC1=C(C=CC=C1)N1N=NC(=C1)CN1C=C(C2=C1N=CN=C2N)C=2C(=NC(=CC2)C)OC